C(C)(C)N1N=C(C=2C=NC(=CC21)NC2=NC(=NC=C2)N2CCC(CC2)OC)N2CCN(CC2)CC2=CC=C(C=N2)N2C(NC(CC2)=O)=O 1-(6-((4-(1-isopropyl-6-((2-(4-methoxypiperidin-1-yl)pyrimidin-4-yl)amino)-1H-pyrazolo[4,3-c]pyridin-3-yl)piperazin-1-yl)methyl)pyridin-3-yl)dihydropyrimidine-2,4(1H,3H)-dione